C(C1=CC=CC=C1)SC1=C(C(=CC=C1)Br)CC 1-(benzylthio)-3-bromo-2-ethylbenzene